OC=1C=C(C2=CC(=CC=C2C1)OC)C(=O)O 3-hydroxy-7-methoxynaphthoic acid